7-((2-hydroxyethyl)amino)-2-((2-hydroxypyridin-3-yl)methyl)-6-(phenylsulfonyl)phthalazin-1(2H)-one OCCNC1=C(C=C2C=NN(C(C2=C1)=O)CC=1C(=NC=CC1)O)S(=O)(=O)C1=CC=CC=C1